NC1=CC(=NC(=C1)NC1=CC=CC=2OCOC21)C(=O)N2CC1=CC=CC=C1C2 (4-Amino-6-(benzo[d][1,3]dioxol-4-ylamino)pyridin-2-yl)(isoindolin-2-yl)methanone